ClC=1C=C(C=CC1)NCC(=O)N1[C@@H]2CC([C@H]([C@H]1C(=O)N[C@H](C[C@H]1C(NCC1)=O)\C=C(/S(=O)(=O)C)\F)CC2)(F)F (1S,3S,4S)-2-((3-chlorophenyl)glycyl)-5,5-difluoro-N-((R,Z)-4-fluoro-4-(methylsulfonyl)-1-((S)-2-oxopyrrolidin-3-yl)but-3-en-2-yl)-2-azabicyclo[2.2.2]octane-3-carboxamide